(3-((2-(3,5-dimethylisoxazol-4-yl)pyrimidin-5-yl)methyl)-1,2,3-oxadiazol-3-ium-5-yl)((3-(trifluoromethyl)phenyl)carbamoyl)amide CC1=NOC(=C1C1=NC=C(C=N1)C[N+]1=NOC(=C1)[N-]C(NC1=CC(=CC=C1)C(F)(F)F)=O)C